O=C1C2=C(CN1)SC(=C2)/C=C/C(=O)OC methyl (E)-3-(oxo-5,6-dihydro-4H-thieno[2,3-c]pyrrol-2-yl)acrylate